2-[1-[(4-methylphenyl)methyl]-5-oxopyrrolidine-2-yl]-N-[2-[3-(trifluoromethyl)phenyl]ethyl]acetamide CC1=CC=C(C=C1)CN1C(CCC1=O)CC(=O)NCCC1=CC(=CC=C1)C(F)(F)F